8-chloro-2-(3-fluoropropyl)-6-(4,4,5,5-tetramethyl-1,3,2-dioxaborolan-2-yl)-3,4-dihydro-1H-isoquinoline ClC=1C=C(C=C2CCN(CC12)CCCF)B1OC(C(O1)(C)C)(C)C